FC1=C(C=CC(=C1)CN1CCC(CC1)C)NC=1N=C(C2=C(N1)NC=C2C2=CC=C(C=C2)S(=O)(=O)N(C)C)OC 4-(2-((2-fluoro-4-((4-methylpiperidin-1-yl)methyl)phenyl)amino)-4-methoxy-7H-pyrrolo[2,3-d]pyrimidin-5-yl)-N,N-dimethylbenzenesulfonamide